C12OCC(CC1)(CC2)CO[C@@H]([C@@H](C(=O)N2CCC1(COC1)CC2)N)C (2S,3R)-3-(2-oxabicyclo[2.2.2]octan-4-ylmethoxy)-2-amino-1-(2-oxa-7-azaspiro[3.5]nonan-7-yl)butan-1-one